FCC=1C=C(CN2CCN3N=C(C(=C32)C(=O)N[C@@H](C)C3=CC=C(C(=O)OC)C=C3)C(F)(F)F)C=CC1 methyl (S)-4-(1-(1-(3-(fluoromethyl)benzyl)-6-(trifluoromethyl)-2,3-dihydro-1H-imidazo[1,2-b]pyrazole-7-carboxamido)ethyl)benzoate